(4-((7-fluoro-3-(4-methoxyphenylethyl)-2,4-dioxo-3,4-dihydroquinazolin-1(2H)-yl)methyl)phenyl)-N-hydroxyacrylamide FC1=CC=C2C(N(C(N(C2=C1)CC1=CC=C(C=C1)C(C(=O)NO)=C)=O)CCC1=CC=C(C=C1)OC)=O